BrC=1C(=C(C=2N(C1)C(=CN2)N2CCN(CC2)C)I)C#N 6-bromo-8-iodo-3-(4-methylpiperazin-1-yl)imidazo[1,2-a]pyridine-7-carbonitrile